(2S)-1-{4-[(2-{3-[(4-methanesulfonyl-2-methoxyphenyl)amino]prop-1-yn-1-yl}-1-(2,2,2-trifluoroethyl)-1H-indol-4-yl)amino]piperidin-1-yl}-3-methoxypropan-2-ol CS(=O)(=O)C1=CC(=C(C=C1)NCC#CC=1N(C2=CC=CC(=C2C1)NC1CCN(CC1)C[C@@H](COC)O)CC(F)(F)F)OC